dichloro(dicyclopentadienyl)platinum (II) Cl[Pt-2](C1C=CC=C1)(C1C=CC=C1)Cl